[P+3].[As+3].[Ga+3].[In+3] indium gallium arsenic phosphorus (Iii)